C(C(=C)C)(=O)NC(C(=C)C)=O N-methacryloylmethacrylamide